ethyl 2-((6-bromopyridin-3-yl)oxy)acetate BrC1=CC=C(C=N1)OCC(=O)OCC